CC1(OB(OC1(C)C)C=1C(=C(C=CC1)C1=CC=CC=C1)C)C 4,4,5,5-tetramethyl-2-(2-methylbiphenyl-3-yl)-1,3,2-dioxaborolane